C(#N)C=1C=CC2=C(N(C(=N2)NC(CC(C(F)(F)F)(C)C)=O)C(C(F)(F)F)(C)C)C1 N-(6-cyano-1-(1,1,1-trifluoro-2-methylpropan-2-yl)-1H-benzo[d]imidazol-2-yl)-4,4,4-trifluoro-3,3-dimethylbutanamide